trimethoxysilicon propyl-methacrylate C(CC)OC(C(=C)C)=O.CO[Si](OC)OC